[2H]C=1C(=CC(=NC1)C(=O)N)NC(=O)[C@H]1O[C@]([C@@H]([C@@H]1C1=C(C(=C(C=C1)F)F)OC)C)(C(F)(F)F)C 5-Deuterio-4-[[(2S,3R,4R,5R)-3-(3,4-difluoro-2-methoxyphenyl)-4,5-dimethyl-5-(trifluoromethyl)tetrahydrofuran-2-carbonyl]amino]pyridin-2-carboxamid